NCC#CC1=CC(=C(OCCCC2=C(N=C(S2)N2CCCC3=C2N=NC(=C3C)Cl)C(=O)OC)C=C1)F methyl 5-[3-[4-(3-aminoprop-1-ynyl)-2-fluoro-phenoxy]propyl]-2-(3-chloro-4-methyl-6,7-dihydro-5H-pyrido[2,3-c]pyridazin-8-yl)thiazole-4-carboxylate